bismercaptomethyl-1-propanol SCC(CC)(O)CS